P(=O)(O[C@@H](C(F)(F)F)[C@H]1O[C@H](C[C@@H]1O)N1C(NC(C(=C1)F)=O)=O)(O)O (R)-2,2,2-trifluoro-1-((2S,3S,5R)-5-(5-fluoro-2,4-dioxo-3,4-dihydropyrimidin-1(2H)-yl)-3-hydroxytetrahydrofuran-2-yl)ethyl dihydrogen phosphate